C(=O)(O)C1=C(CN2C3=C(C=CC=C3C=3CCCCC23)C(=O)O)C=CC=C1 9-(2-carboxybenzyl)-2,3,4,9-tetrahydro-1H-carbazole-8-carboxylic acid